N-(1-Benzylpiperidin-4-yl)-4-(2,6-dimethylphenoxy)-5,6,7,8-tetrahydroquinazolin-2-amine C(C1=CC=CC=C1)N1CCC(CC1)NC1=NC=2CCCCC2C(=N1)OC1=C(C=CC=C1C)C